5-amino-2-{[(2S,3R,4S,5R)-3,4-bis[(3,3,4,4,4-2H5)butanoyloxy]-5-hydroxyoxan-2-yl]oxy}benzoic acid NC=1C=CC(=C(C(=O)O)C1)O[C@@H]1OC[C@H]([C@@H]([C@H]1OC(CC(C([2H])([2H])[2H])([2H])[2H])=O)OC(CC(C([2H])([2H])[2H])([2H])[2H])=O)O